FC1=CC=C(C=C1)N1N=CC2=C1C=C1CCNC[C@]1(C2)C(=O)C2=NC=CC=C2 (R)-(1-(4-fluorophenyl)-1,4,5,6,7,8-hexahydro-4aH-pyrazolo[3,4-g]isoquinolin-4a-yl)(pyridin-2-yl)methanone